1-acetyl-N-{(1S)-2,2-difluoro-1-[4-({7-[(1S)-1-methoxyethyl]-2-methyl[1,3]thiazolo[5,4-b]pyridin-6-yl}amino)phenyl]ethyl}-N-methylpiperidine-4-carboxamide C(C)(=O)N1CCC(CC1)C(=O)N(C)[C@H](C(F)F)C1=CC=C(C=C1)NC=1C(=C2C(=NC1)SC(=N2)C)[C@H](C)OC